(4S,4aR,5S,5aR,12aR)-7-chloro-4-(dimethylamino)-1,5,10,11,12a-pentahydroxy-6-methylene-3,12-dioxo-4,4a,5,5a-tetrahydrotetracene-2-carboxamide ClC1=C2C([C@H]3[C@@H]([C@H]4[C@@H](C(C(=C([C@]4(C(C3=C(C2=C(C=C1)O)O)=O)O)O)C(=O)N)=O)N(C)C)O)=C